NCCC(=O)N[C@@H](CC(N)=O)C(=O)O beta-alanyl-L-asparagine